The molecule is a polyprenyl glycosyl phosphate consisting of beta-D-arabinofuranose attached at the 1-position to trans,octacis-decaprenyl phosphate. It is a conjugate acid of a trans,octacis-decaprenylphospho-beta-D-arabinofuranose(1-). CC(=CCC/C(=C/CC/C(=C\\CC/C(=C\\CC/C(=C\\CC/C(=C\\CC/C(=C\\CC/C(=C\\CC/C(=C\\CC/C(=C\\COP(=O)(O)O[C@H]1[C@H]([C@@H]([C@H](O1)CO)O)O)/C)/C)/C)/C)/C)/C)/C)/C)/C)C